5-(imidazo[1,2-a]pyrimidin-6-yl)-4-methoxy-N-(1-(oxetan-3-yl)azetidin-3-yl)pyrrolo[2,1-f][1,2,4]triazin-2-amine N=1C=CN2C1N=CC(=C2)C=2C=CN1N=C(N=C(C12)OC)NC1CN(C1)C1COC1